2-(3-phenylphenoxy)-5-chlorobenzoamide C1(=CC=CC=C1)C=1C=C(OC2=C(C(=O)N)C=C(C=C2)Cl)C=CC1